chloro-4''-((3,5-difluoropyridin-2-yl)methoxy)-5'-(fluoromethyl)-3-(2-hydroxypropan-2-yl)-6''-methyl-2H,2''H-[1,2':4',1''-terpyridin]-2,2''-dione ClC1=C(C(N(C=C1)C1=NC=C(C(=C1)N1C(C=C(C=C1C)OCC1=NC=C(C=C1F)F)=O)CF)=O)C(C)(C)O